C1(=CC=C(C=C1)OCC(=O)O)OCC(=O)O 1,4-phenylenedioxydiacetic acid